C(C=C)N1N(C2=NC(=NC=C2C1=O)S(=O)(=O)C)C1=NC(=CC=C1)C(C)(C)O 2-allyl-1-(6-(2-hydroxy-prop-2-yl)pyridin-2-yl)-6-(methylsulfonyl)-1,2-dihydro-3H-pyrazolo[3,4-d]pyrimidin-3-one